(R)-1-(1-((S)-1-(3,3,4,4,4-pentafluorobutyl)pyrrolidin-3-yl)-6-(benzenesulfonyl)imidazo[4,5-d]pyrrolo[2,3-b]pyridin-2-yl)ethanol FC(CCN1C[C@H](CC1)N1C(=NC=2C1=C1C(=NC2)N(C=C1)S(=O)(=O)C1=CC=CC=C1)[C@@H](C)O)(C(F)(F)F)F